2-chloro-3-(trifluoro-ethoxymethyl)-4-(methylsulfonyl)benzoic acid ClC1=C(C(=O)O)C=CC(=C1COCC(F)(F)F)S(=O)(=O)C